BrC1=CC(=NC=N1)NC1=CC=C(C=N1)N1[C@H](CN(CC1)C(=O)OC(C)(C)C)C tert-butyl (3S)-4-{6-[(6-bromopyrimidin-4-yl)amino]pyridin-3-yl}-3-methylpiperazine-1-carboxylate